(R)-(7-Chloro-5-(trifluoromethyl)-1H-benzo[d]imidazol-2-yl)(5-methyl-7,8-dihydro-1,6-naphthyridin-6(5H)-yl)methanone ClC1=CC(=CC2=C1NC(=N2)C(=O)N2[C@@H](C=1C=CC=NC1CC2)C)C(F)(F)F